C(C1=CC=CC=C1)N1CCC(CC1)NC(COC1=CC=C(C=C1)\C=C\C(C1=CC=C(C=C1)F)=O)=O (E)-N-(1-benzylpiperidin-4-yl)-2-(4-(3-oxo-3-(4-fluorophenyl)prop-1-en-1-yl)phenoxy)acetamide